FC(OC1=CC=C(C=C1)N1C2=C(C=C(C1=O)C=1C=CC3=C(N(C(=N3)NC(C)=O)C)C1)SC(=N2)OCC)F N-(6-(4-(4-(difluoromethoxy)phenyl)-2-ethoxy-5-oxo-4,5-dihydrothiazolo[4,5-b]pyridin-6-yl)-1-methyl-1H-benzo[d]imidazol-2-yl)acetamide